C(CCCCC(=O)OC(C)CCCC)(=O)OC(C)CCCC bis-2-hexyl adipate